BrC=1C=C(C=CC1)NC(NC=1C=C(COC2=C(C(=O)N)C=CC=C2)C=CC1)=O 2-(3-(3-(3-bromophenyl)ureido)benzyloxy)benzamide